C(CCC)C=1C(=C(C=CC1)OC(NC1CC(CC(C1)(C)C)(C)CNC(=S)OC1=C(C(=CC=C1)CCCC)CCCC)=S)CCCC 3-((dibutylphenoxy)thiocarbonylamino-methyl)-3,5,5-trimethylcyclohexylthiocarbamic acid (dibutylphenyl) ester